COC(=O)[C@@H]1C[C@H](CCC1)OC=1C(=NC(=CC1)C=1N=NN(C1CNC)C)C1CC1 (1S,3S)-methyl-3-((2-cyclopropyl-6-(1-methyl-5-((methylamino)methyl)-1H-1,2,3-triazol-4-yl)pyridin-3-yl)oxy)cyclohexanecarboxylate